naphthol α-butyrate C(CCC)(=O)OC1=CC=CC2=CC=CC=C12